3-(hydroxymethyl)-3-methyltetrahydro-2H-pyran-2-one OCC1(C(OCCC1)=O)C